4-(cyano(4-(trifluoromethoxy)phenyl)methylene)-N,N-diethylpiperidine-1-carboxamide C(#N)C(=C1CCN(CC1)C(=O)N(CC)CC)C1=CC=C(C=C1)OC(F)(F)F